CC(C)(CCN1N=C2C=C(C(=CC2=C1)[N+](=O)[O-])C=1C=NC=CC1)O 2-methyl-4-(5-nitro-6-(pyridin-3-yl)-2H-indazol-2-yl)butan-2-ol